Rac-(4-amino-7-fluoroimidazo[1,5-a]quinoxalin-8-yl)((3R,4aS,10bR)-3-methyl-8-(trifluoromethyl)-3,4,4a,5,6,10b-hexahydrobenzo[h]quinolin-1(2H)-yl)methanone NC=1C=2N(C3=CC(=C(C=C3N1)F)C(=O)N1C[C@@H](C[C@@H]3CCC4=C([C@H]13)C=CC(=C4)C(F)(F)F)C)C=NC2 |r|